C(C)(C)(C)OC(NC1CC(C1)OC1=CC(=C(C=C1)F)CF)=O ((1r,3r)-3-(4-fluoro-3-(fluoromethyl)phenoxy)cyclobutyl)carbamic acid tert-butyl ester